FC=1C(=CC(=C(C1)N1C(NC(CC1)=O)=O)OC)N1CCC(CC1)=O 1-(5-fluoro-2-methoxy-4-(4-oxopiperidin-1-yl)phenyl)dihydropyrimidine-2,4(1H,3H)-dione